NC(C#N)C=1C=NN2C1C(=NC=C2)OC 2-amino-2-(4-methoxypyrazolo[1,5-a]pyrazin-3-yl)acetonitrile